O1C[C@@H](CC1)N (3R)-Tetrahydro-3-furanamine